ClC=1C=C(C=CC1C#N)N1C(OC(C1)COC=1C=CC(=NC1)C#N)C(F)(F)F 5-((3-(3-Chloro-4-cyanophenyl)-2-(trifluoromethyl)oxazolidin-5-yl)methoxy)picolinonitril